2-phenyl-2-(3-pyridyl)propanenitrile C1(=CC=CC=C1)C(C#N)(C)C=1C=NC=CC1